C(C)OC(CCN1[C@@H](CN(C[C@@H]1C)C(=O)OC(C)(C)C)C)=O tert-butyl (3r,5s)-4-(3-ethoxy-3-oxopropyl)-3,5-dimethylpiperazine-1-carboxylate